(3R)-7-((2S,5R)-4-acryloyl-2,5-dimethylpiperazin-1-yl)-3-(azetidin-1-ylmethyl)-9-chloro-10-(2,4-difluorophenyl)-2H-[1,4]oxazino[2,3,4-ij]quinazolin-5(3H)-one C(C=C)(=O)N1C[C@@H](N(C[C@H]1C)C1=NC(N2C3=C(C(=C(C=C13)Cl)C1=C(C=C(C=C1)F)F)OC[C@H]2CN2CCC2)=O)C